methyl 4-(4-oxo-4H-chromen-2-yl)benzoate O=C1C=C(OC2=CC=CC=C12)C1=CC=C(C(=O)OC)C=C1